Br.N1=CN=C2NC=NC2=C1N[C@@H](CC)C=1OC2=CC=CC=C2C(C1C1=CC(=CC=C1)F)=O (S)-2-(1-(9H-purin-6-ylamino)propyl)-3-(3-fluorophenyl)-4H-chromen-4-one hydrobromide salt